N1(C=NC=C1)CCCCNC(=O)C1=NOC(=C1)C=1OC=CC1 N-(4-(1H-imidazol-1-yl)butyl)-5-(furan-2-yl)isoxazole-3-carboxamide